N1=CC=C(C=C1)CCN 2-(4-pyridyl)ethylamine